N1(CCOCC1)C(=O)N1C2CC(CC1CC2)CC2=CC=C(C=C2)NC(OCC2=CN=CO2)=O oxazol-5-ylmethyl (4-((8-(morpholine-4-carbonyl)-8-azabicyclo[3.2.1]octan-3-yl)methyl)phenyl)carbamate